5-sec-butoxy-3-[1-[3-[1-cyclopentyl-1H-pyrazol-4-yl]propyl]-4-piperidinyl]-1H-indole C(C)(CC)OC=1C=C2C(=CNC2=CC1)C1CCN(CC1)CCCC=1C=NN(C1)C1CCCC1